1-cyclohexyl-3-(trifluoromethyl-phenyl)urea C1(CCCCC1)NC(=O)NC1=C(C=CC=C1)C(F)(F)F